6-Chloro-2-fluoro-3-(Propylsulfonamido)benzoic Acid ClC1=CC=C(C(=C1C(=O)O)F)NS(=O)(=O)CCC